O=C1N(CC2=C(C=CC(=C12)C1=NC2=C(N1)C=CC=C2C=C)C=2C=NN1C2C=CC=C1)C(=O)OC(C)(C)C tert-butyl 1-oxo-4-(pyrazolo[1,5-a]pyridin-3-yl)-7-(4-vinyl-1H-benzo[d]imidazol-2-yl)isoindole-2-carboxylate